(S,E)-4-fluoro-1-(4-(4-((2-fluoro-3-methyl-4-((1-methyl-1H-benzo[d][1,2,3]triazol-5-yl)oxy)phenyl)amino)pyrido[3,2-d]pyrimidin-6-yl)-2-(methoxymethyl)piperazin-1-yl)but-2-en-1-one FC/C=C/C(=O)N1[C@@H](CN(CC1)C=1C=CC=2N=CN=C(C2N1)NC1=C(C(=C(C=C1)OC1=CC2=C(N(N=N2)C)C=C1)C)F)COC